4-(4-((2-carboxyethyl)amino)-2-fluorobenzoyl)piperazine-1-carboxylic acid C(=O)(O)CCNC1=CC(=C(C(=O)N2CCN(CC2)C(=O)O)C=C1)F